1-(6-ethyl-4-methyl-3,8-bis(1-methyl-1H-pyrazol-3-yl)quinolin-2-yl)-N-((3R,4S)-3-fluorotetrahydro-2H-pyran-4-yl)piperidin-4-amine C(C)C=1C=C2C(=C(C(=NC2=C(C1)C1=NN(C=C1)C)N1CCC(CC1)N[C@@H]1[C@H](COCC1)F)C1=NN(C=C1)C)C